C(#N)C1(CC1)NS(=O)(=O)C1=CC=C2C3=C(NC2=C1)N=CN=C3N3C[C@@H](N(CC3)C)CF (R)-N-(1-cyanocyclopropyl)-4-(3-(fluoromethyl)-4-methylpiperazin-1-yl)-9H-pyrimido[4,5-b]indole-7-sulfonamid